OCC1CCC1 3-(hydroxymethyl)cyclobutane